C(=C)OC1CN(C1)C(=O)OC(C)(C)C tert-Butyl 3-vinyloxyazetidine-1-carboxylate